(2R,5S)-5-(3-oxopropyl)pyrrolidine-1,2-dicarboxylic acid 1-(tert-butyl) 2-methyl ester COC(=O)[C@@H]1N([C@@H](CC1)CCC=O)C(=O)OC(C)(C)C